C1(CC1)N1N=NC(=C1)[C@H](C1=CSC2=CN=CC=C21)NC=2C=C1C(=C(C=NC1=C(C2)C#N)C#N)NCC(C)(C)C (S)-6-(((1-cyclopropyl-1H-1,2,3-triazol-4-yl)(thieno[2,3-c]pyridin-3-yl)methyl)amino)-4-(neopentylamino)quinoline-3,8-dicarbonitrile